bis-(4-hydroxyphenyl)-3,3,5-trimethylcyclohexane OC1=CC=C(C=C1)C1(CC(CC(C1)C)(C)C)C1=CC=C(C=C1)O